C[C@H]1CN(CCN1C1COCC1)C(=O)OC(C)(C)C tert-butyl (3S)-3-methyl-4-(tetrahydrofuran-3-yl)piperazine-1-carboxylate